C(C)(C)(C)OC(=O)NC(C(=O)O)CC=1N(C=CN1)C 2-((tert-butoxycarbonyl)amino)-3-(1-methyl-1H-imidazol-2-yl)propanoic acid